C(C)N alpha-ethanamine